FC(C1=C(C=CC(=N1)C(=O)OC)F)F methyl 6-(difluoromethyl)-5-fluoropyridinecarboxylate